C(C)(C)C1=CC=C(C=C1)C=1N=C2SC(=NN2C1)N1CCC(CC1)CN1CCN(CC1)CCO 2-(4-{1-[6-(4-ISOPROPYL-PHENYL)-IMIDAZO[2,1-B][1,3,4]THIADIAZOL-2-YL]-PIPERIDIN-4-YLMETHYL}-PIPERAZIN-1-YL)-ETHANOL